2-(dimethylamino)-1-(4-(3-isopropyl-2-(5-methoxy-2-methylimidazo[1,2-a]pyridin-7-yl)-1H-indol-5-yl)piperidin-1-yl)ethan-1-one CN(CC(=O)N1CCC(CC1)C=1C=C2C(=C(NC2=CC1)C1=CC=2N(C(=C1)OC)C=C(N2)C)C(C)C)C